10-(benzyloxy)-3,6-dimethyl-1,2,3,4,5,6-hexahydroazepino[4,5-b]indole C(C1=CC=CC=C1)OC=1C=2C3=C(N(C2C=CC1)C)CCN(CC3)C